FC1=CC=C(C=C1)S(=O)(=O)N1CCC(CC1)NC1=CC=CC=C1 1-(4-fluorobenzenesulfonyl)-N-phenylpiperidin-4-amine